CN(C)CC1=C(C=CC(=C1)CN(C)C)O 2,4-di(dimethylaminomethyl)phenol